CC=1C=2N(C=C(N1)C)C=C(C2)C2=CC1=C(N=C(S1)N(C1CCNCC1)C)C(=C2)F 6-(1,3-Dimethylpyrrolo[1,2-a]pyrazin-7-yl)-4-fluoro-N-methyl-N-(piperidin-4-yl)-1,3-benzothiazol-2-amin